C(C=C)(=O)N1C[C@@H](N(CC1)C=1C2=C(N(C(N1)=O)C=1C(=NC=CC1C)C(C)C)C(=C(N=C2)C2=C(C=CC=C2O)F)Cl)C 4-((2S,M)-4-acryloyl-2-methylpiperazin-1-yl)-8-chloro-7-(6-hydroxy-2-fluoro-phenyl)-1-(4-methyl-2-isopropyl-pyridin-3-yl)pyrido[4,3-d]pyrimidin-2(1H)-one